3-(6-(4-(((S)-4-(4-((2-amino-10-oxo-10H-chromeno[3,2-b]pyridin-3-yl)oxy)phenyl)-2-methylpiperazin-1-yl)methyl)piperidin-1-yl)-4-methoxy-1-oxoisoindolin-2-yl)piperidine-2,6-dione NC1=C(C=C2C(=N1)C(C=1C=CC=CC1O2)=O)OC2=CC=C(C=C2)N2C[C@@H](N(CC2)CC2CCN(CC2)C2=CC(=C1CN(C(C1=C2)=O)C2C(NC(CC2)=O)=O)OC)C